3-methoxy-2-methyl-6-nitro-aniline COC=1C(=C(N)C(=CC1)[N+](=O)[O-])C